C(\C=C/C(=O)O)(=O)O.C(CC=CCCCCCCCC)O mono3-dodecen-1-ol maleate